acryloxybipyridylethylamine C(C=C)(=O)OC1=C(C(=NC=C1)C1=NC=CC=C1)CCN